5-cyclobutyl-N-(2,5-difluoro-4-(trifluoromethyl)phenyl)-1-tosyl-1H-pyrrole-3-sulfonamide C1(CCC1)C1=CC(=CN1S(=O)(=O)C1=CC=C(C)C=C1)S(=O)(=O)NC1=C(C=C(C(=C1)F)C(F)(F)F)F